N-(pyridin-2-ylmethyl)-5-(4-{4-[(pyridin-2-ylmethyl)carbamoyl]-1H-1,2,3-triazol-1-yl}butyl)-1,3,4-thiadiazole-2-carboxamide N1=C(C=CC=C1)CNC(=O)C=1SC(=NN1)CCCCN1N=NC(=C1)C(NCC1=NC=CC=C1)=O